C[C@@H](CCCCCC)C1=NOC(=N1)CC(C(=O)O)=C (S)-2-((3-(oct-2-yl)-1,2,4-oxadiazol-5-yl)methyl)acrylic acid